COC1=CN=CC=2N=C(N=C(C21)O)C2=CC=NC=C2 5-methoxy-2-(pyridin-4-yl)pyrido[3,4-d]pyrimidin-4-ol